C(C)C1=CC=C(C=C1)NC(C1=C(C=CC(=C1)C=1OC(=CC1)C=O)O)=O N-(4-Ethylphenyl)-5-(5-formyl-2-furanyl)-2-hydroxybenzamide